bis(di-tert-butylphenyl-phosphine) palladium (II) dichloride [Pd](Cl)Cl.C(C)(C)(C)P(C1=CC=CC=C1)C(C)(C)C.C(C)(C)(C)P(C1=CC=CC=C1)C(C)(C)C